C1(CCCC1)[C@@H](CC#N)N1N=CC(=C1)C1=NC(=NC=C1C)NC=1C=NN(C1)CCO (R)-3-cyclopentyl-3-(4-(2-((1-(2-hydroxyethyl)-1H-pyrazol-4-yl)amino)-5-methylpyrimidin-4-yl)-1H-pyrazol-1-yl)propanenitrile